ClC1=NC2=CC=CC=C2N=C1C1=NC(=CC(=N1)C1=CC2=CC=CC=C2C=C1)C1=CC2=CC=CC=C2C=C1 2-chloro-3-(4,6-di(naphthalen-2-yl)pyrimidin-2-yl)quinoxaline